isopropyl 6-acetyl-3-[3-(trifluoromethyl)phenoxy]pyridazine-4-carboxylate C(C)(=O)C1=CC(=C(N=N1)OC1=CC(=CC=C1)C(F)(F)F)C(=O)OC(C)C